FC=1C=C(C=C(C1O)F)C(CC(=O)OC)C methyl 3-(3,5-difluoro-4-hydroxyphenyl)butanoate